CC1(CN=CC=C1)NC(=O)C1=CC2=CC=C(C=C2C=C1)C(=O)NC1(CN=CC=C1)C N,N'-bis(3-methylpyridin-3-yl)-2,6-naphthalenebisamide